C1(\C=C/C(=O)O1)=O cis-maleic anhydride